Cumenesulfonic acid CC(C)C1=CC=C(C=C1)S(=O)(=O)O